4-Bromo-2-fluoro-6-methoxy-N-(2,2,2-trifluoroethyl)benzamide BrC1=CC(=C(C(=O)NCC(F)(F)F)C(=C1)OC)F